Cl.N[C@@H]1[C@H](CCC1)OC=1C=C2CN(C(C2=CC1)=O)C1C(NC(CC1)=O)=O 3-(5-(((1S,2S)-2-aminocyclopentyl)oxy)-1-oxoisoindolin-2-yl)piperidine-2,6-dione hydrochloride